BrCCCCCCCCCOC(CCCCCCC)O[Si](C)(C)CCCCCC ((1-((9-bromononyl)oxy)octyl)oxy)(hexyl)dimethylsilane